5-oxidothiazolo[4,5-c]pyridin-5-ium [O-][N+]1=CC2=C(C=C1)SC=N2